C(C1=CC=CC=C1)(=O)O.C(C)[C@@H]1N(CCOC1)C1=CC(=NC(=N1)C1=CC=C2C(=N1)C=C(N2)CNC)CS(=O)(=O)N(C)C 1-{6-[(3S)-3-ethylmorpholin-4-yl]-2-{2-[(methylamino)methyl]-1H-pyrrolo[3,2-b]pyridin-5-yl}pyrimidin-4-yl}-N,N-dimethylmethanesulfonamide benzoate